BrC[C@H]1C[C@@H](N(CC1)C(=O)OC(C)(C)C)C tert-butyl (2S,4R)-4-(bromomethyl)-2-methylpiperidine-1-carboxylate